2-[4-[2-(5-chloro-6-piperazin-1-yl-3-pyridyl)ethynyl]phenyl]ethanamine ClC=1C=C(C=NC1N1CCNCC1)C#CC1=CC=C(C=C1)CCN